N-{2-[2-(4-fluorophenylmethyloxy)-4-(7-methyl-9H-carbazol-3-ylmethoxy)benzylamino]ethyl}acetamide tris(xylenyl)phosphate C1(C(C=CC=C1)C)(C)OP(=O)(OC1(C(C=CC=C1)C)C)OC1(C(C=CC=C1)C)C.FC1=CC=C(C=C1)COC1=C(CNCCNC(C)=O)C=CC(=C1)OCC=1C=CC=2NC3=CC(=CC=C3C2C1)C